BrC1=C2C=NN(C2=C2C(=C1Cl)OC[C@@H]1N(C2)CCN(C1)C(=O)OC(C)(C)C)C tert-butyl (7aR)-4-bromo-5-chloro-1-methyl-1,7a,8,10,11,13-hexahydropyrazino[2',1':3,4][1,4]oxazepino[7,6-g]indazole-9(7H)-carboxylate